4,6-DIAMINONICOTINALDEHYDE NC1=CC(=NC=C1C=O)N